ClC1=CC(=NC=C1)C(=O)NCC1=CC=CC=C1 4-Chloro-N-benzylpyridine-2-carboxamide